N-({6-[(1-benzofuran-6-yl)methoxy]-5-fluoro-2-indolyl}methyl)1-methylcyclopropanecarboxamide O1C=CC2=C1C=C(C=C2)COC2=C(C=C1C=C(NC1=C2)CNC(=O)C2(CC2)C)F